ClC1=C(C=CC=C1)[C@@H](C)N(C(O)=O)C=1C(=NOC1C1=NC=C(C=C1)N)C.ClC1=C(C=CC(=C1)N)C1=C(C=CC=C1N)Cl 2,2'-dichloro-4,6'-diaminobiphenyl (R)-1-(2-chlorophenyl)ethyl-(5-(5-aminopyridin-2-yl)-3-methylisoxazol-4-yl)carbamate